6-Fluoro-N-[4-fluoro-2-methyl-5-[5-(oxolan-3-yl)-4H-1,2,4-triazol-3-yl]phenyl]pyrazolo[1,5-a]pyridine-3-carboxamide FC=1C=CC=2N(C1)N=CC2C(=O)NC2=C(C=C(C(=C2)C2=NN=C(N2)C2COCC2)F)C